C(C)(C)(C)[Si](OC(C)(C#C)C)(C)C tert-butyldimethyl[(2-methylbut-3-yn-2-yl)oxy]silane